N[C@H]1CN(CCC1)C1=NC=2N(C(N(C(C2N1CC#CC)=O)CC1=C(C(=O)OCCCCCC)C=CC(=N1)NC)=O)C hexyl (R)-2-((8-(3-aminopiperidin-1-yl)-7-(but-2-yn-1-yl)-3-methyl-2,6-dioxo-2,3,6,7-tetrahydro-1H-purin-1-yl)methyl)-6-(methylamino)nicotinate